1-(3-(((6-amino-5-(4-phenoxyphenyl)pyrimidin-4-yl)oxy)methyl)pyrrolidin-1-yl)prop-2-en-1-one NC1=C(C(=NC=N1)OCC1CN(CC1)C(C=C)=O)C1=CC=C(C=C1)OC1=CC=CC=C1